(5-fluoro-2-(4-methylpiperazin-1-yl)phenyl)-4-hydroxy-1-isobutyl-2-oxo-1,2-dihydroquinoline-3-carboxamide hydrochloride salt Cl.FC=1C=CC(=C(C1)C1=C2C(=C(C(N(C2=CC=C1)CC(C)C)=O)C(=O)N)O)N1CCN(CC1)C